1-(4-chlorophenyl)piperidin-4-ol ClC1=CC=C(C=C1)N1CCC(CC1)O